FC(N1N=CC(=C1)C1=CC2=C(N=CN=C2N2CC3CCC(C2)N3C(=O)[C@H]3[C@@H](C3)F)N1)F (3-(6-(1-(difluoromethyl)-1H-pyrazol-4-yl)-7H-pyrrolo[2,3-d]pyrimidin-4-yl)-3,8-diazabicyclo[3.2.1]octan-8-yl)((1S,2R)-2-fluorocyclopropyl)methanone